N-(4-bromo-2-fluoro-6-(isopropylamino)phenyl)-2,2-difluorocyclopropane-1-carboxamide BrC1=CC(=C(C(=C1)NC(C)C)NC(=O)C1C(C1)(F)F)F